3-(((3-(dimethylamino)propoxy)carbonyl)oxy)-13-hydroxytridecyl-5-heptyldodecanoate CN(CCCOC(=O)OC(CCOC(CCCC(CCCCCCC)CCCCCCC)=O)CCCCCCCCCCO)C